ClC=1C=C2C(=NC1)NC(O2)=O 6-chlorooxazolo[4,5-B]pyridin-2(3H)-one